N-(3-(6-((1-acetylpyrrolidin-3-yl)ethynyl)-5-morpholinopyridin-3-yl)-4-methylphenyl)-2-(trifluoromethyl)isonicotinamide C(C)(=O)N1CC(CC1)C#CC1=C(C=C(C=N1)C=1C=C(C=CC1C)NC(C1=CC(=NC=C1)C(F)(F)F)=O)N1CCOCC1